C(C)(C)(C)OC(CC1=CC=C(C=C1)N=NC1=CC=C(C=C1)CO)=O.BrC1=CC(=CC=C1)S(=O)(=O)C 1-bromo-3-(methylsulfonyl)benzene Tert-butyl-2-(4-((4-(hydroxymethyl)phenyl)diazenyl)phenyl)acetate